tert-butyl 3-((7-((3-((2,6-dimethylphenyl)amino)-1-methyl-1H-pyrazolo[3,4-d]pyrimidin-6-yl)amino)-3,4-dihydroisoquinolin-2(1H)-yl)methyl)azetidine-1-carboxylate CC1=C(C(=CC=C1)C)NC1=NN(C2=NC(=NC=C21)NC2=CC=C1CCN(CC1=C2)CC2CN(C2)C(=O)OC(C)(C)C)C